FC1(CCN(CC1)C=1C=C(N)C=CC1OC)F 3-(4,4-difluoropiperidin-1-yl)-4-methoxyaniline